C(=C)OC(C)C i-propyl vinyl ether